(E)-2-cyano-N-(3-(dimethylamino)benzyl)-3-(1H-pyrrolo[2,3-b]pyridin-3-yl)acrylamide C(#N)/C(/C(=O)NCC1=CC(=CC=C1)N(C)C)=C\C1=CNC2=NC=CC=C21